C1(CC1)CC1=CC(=C(C(=C1)OCC1=CC=CC=C1)C1=C2CC(N(C2=CC=C1C)CC)=O)OCC1=CC=CC=C1 4-(4-(Cyclopropylmethyl)-2,6-bis(benzyloxy)phenyl)-1-ethyl-5-methylindolin-2-one